ClC=1C=C(C(=O)OO)C=CC1 3-chlorobenzoperoxic acid